8-bromo-7-(2-butyn-1-yl)-3-methyl-1-((4-methylquinazolin-2-yl)methyl)-3,7-dihydro-1H-purine-2,6-dione BrC1=NC=2N(C(N(C(C2N1CC#CC)=O)CC1=NC2=CC=CC=C2C(=N1)C)=O)C